4-(2-(1-Ethyl-3-(trifluoromethyl)-1H-pyrazol-4-yl)-3,4-difluorophenyl)thieno(2,3-c)pyridine-2-carbonitrile C(C)N1N=C(C(=C1)C1=C(C=CC(=C1F)F)C1=C2C(=CN=C1)SC(=C2)C#N)C(F)(F)F